C(C)(C)(C)OC(=O)N(C=1OC=C(N1)C(=O)OCC)C1=C2CCCC2=C(C=2CCCC12)Cl Ethyl 2-((tert-butoxycarbonyl) (8-chloro-1,2,3,5,6,7-hexahydro-s-indacen-4-yl)amino)oxazole-4-carboxylate